5-[(4-anilino-5-methyl-pyrimidin-2-yl)amino]-2-bromo-benzoic acid methyl ester COC(C1=C(C=CC(=C1)NC1=NC=C(C(=N1)NC1=CC=CC=C1)C)Br)=O